C1(=CC=CC2=CC=CC=C12)C1=NC2=C3N=C(C=CC3=CC=C2C=C1)C1=CC=CC2=CC=CC=C12 2,9-bis-1-naphthyl-1,10-phenanthroline